C(C1=CC=CC=C1)N1CCC(CC1)CCNC(=O)N1CCN(CC1)C1=NC=C(C=N1)OC(F)F N-[2-(1-benzylpiperidin-4-yl)ethyl]-4-[5-(difluoromethoxy)pyrimidin-2-yl]piperazine-1-carboxamide